CN1N=CC2=CC(=CC=C12)C1=CC=C(C=C1)CCCNC(=O)C1=NC2=CC=CC=C2N=C1 N-(3-(4-(1-methyl-1H-indazol-5-yl)phenyl)propyl)quinoxaline-2-carboxamide